2-Methylpropane-1,3-diol CC(CO)CO